N,N-dioctadecyl-2-fluoroethylamine hydrochloride Cl.C(CCCCCCCCCCCCCCCCC)N(CCCCCCCCCCCCCCCCCC)CCF